FC(S(=O)(=O)NC1=C(C=C(C=C1)B1OC(C(O1)(C)C)(C)C)OCC1=CC=C(C=C1)F)F 1,1-difluoro-N-(2-((4-fluorophenyl)methoxy)-4-(4,4,5,5-tetramethyl-1,3,2-dioxaborolan-2-yl)phenyl)methanesulfonamide